(4-tertbutyl-phenyl) phenyl sulfide C1(=CC=CC=C1)SC1=CC=C(C=C1)C(C)(C)C